(S)-N-(3-cyano-4-fluorophenyl)-4-fluoro-1,2-dimethyl-5-(2-oxo-2-((1,1,1-trifluoroprop-2-yl)amino)acetyl)-1H-pyrrole-3-carboxamide C(#N)C=1C=C(C=CC1F)NC(=O)C1=C(N(C(=C1F)C(C(N[C@H](C(F)(F)F)C)=O)=O)C)C